4-(2,4-difluorobenzyl)-2-(2-hydroxy-2-methylpropyl)-8,8-dimethyl-2,6,7,8-tetrahydro-1H-pyrrolo[2,3-e][1,2,4]triazolo[4,3-a]pyridin-1-one FC1=C(CC=2C=3N(C4=C(C2)NCC4(C)C)C(N(N3)CC(C)(C)O)=O)C=CC(=C1)F